4-[2-(N-cyclohexyl-anilino)-2-oxo-ethyl]-1-(6-methyl-2-pyridyl)piperidine-4-carboxylic acid C1(CCCCC1)N(C1=CC=CC=C1)C(CC1(CCN(CC1)C1=NC(=CC=C1)C)C(=O)O)=O